2-(2-oxo-2-(3-phenylazetidin-1-yl)ethyl)-6-(4-(2,2,2-trifluoroethoxy)phenyl)pyridazin-3(2H)-one O=C(CN1N=C(C=CC1=O)C1=CC=C(C=C1)OCC(F)(F)F)N1CC(C1)C1=CC=CC=C1